ClC1=CC2=C(C(=N1)C1CC1)CNC2=O 6-chloro-4-cyclopropyl-2H,3H-pyrrolo[3,4-C]pyridin-1-one